OC1=CC=C(C=C1)C[C@@H](C(=O)N[C@H](C(=O)N[C@H](C(=O)O)CCC(C)(C)C)CN1CCOCC1)NC(=O)[C@H]1NCCC1 (2S)-2-[(2S)-2-[(2S)-3-(4-hydroxyphenyl)-2-{[(2S)-pyrrolidin-2-yl]formamido}propanamido]-3-(morpholin-4-yl)propanamido]-5,5-dimethylhexanoic acid